C(C)(C)(C)OC(=O)N1CC=2C(CC1)=NN(C2)C 2-methyl-6,7-dihydro-4H-pyrazolo[4,3-c]pyridine-5-carboxylic acid tert-butyl ester